4-(4-phenyl-1,3-butadiynyl)-1-bromobenzene C1(=CC=CC=C1)C#CC#CC1=CC=C(C=C1)Br